1,4-Diazobicyclo[2.2.2]octane C1CN2CCN1CC2